N-[(15aS,16R)-7-cyclopropyl-17,17,20-trifluoro-1-oxo-2,3,15a,16,17,18-hexahydro-1H,15H-4,8-(azeno)-14,10-(metheno)pyrrolo[1,2-j][1,8,10]oxadiazacycloheptadecin-16-yl]methanesulfonamide C1(CC1)C1=C2OC=3C=CC=C(C[C@@H]4N(C(NCC(C=C1)=N2)=O)CC([C@@H]4NS(=O)(=O)C)(F)F)C3F